1-(piperidin-1-yl)-1,6-dihydroimidazo[4,5-d]pyrrolo[2,3-b]pyridin-2-amine N1(CCCCC1)N1C(=NC=2C1=C1C(=NC2)NC=C1)N